rac-(2S,3R,4S,5R)-3-(3,4-difluoro-2-methylphenyl)-4,5-dimethyl-5-(trifluoromethyl)tetrahydrofuran-2-carboxylic acid FC=1C(=C(C=CC1F)[C@@H]1[C@H](O[C@]([C@H]1C)(C(F)(F)F)C)C(=O)O)C |r|